N1=CC=C(C=C1)C(=O)N1CCC2(C(C2)CNC(=O)C2=CC=3C(=CN=CC3)O2)CC1 N-[[6-(pyridine-4-carbonyl)-6-azaspiro[2.5]octan-2-yl]methyl]furo[2,3-c]pyridine-2-carboxamide